ethyl 1-methyl-7-oxo-6,7-dihydro-1H-pyrazolo[3,4-c]pyridine-3-carboxylate CN1N=C(C2=C1C(NC=C2)=O)C(=O)OCC